5-bromo-3,4-dihydro-1H-benzo[c][1,2]thiazine BrC1=CC=CC=2NSCCC21